C(#N)C1=C(C=CC(=C1)C(F)(F)F)N1CCC(CC1)(C(=O)N[C@@H]1CN(CC1)C)C=1C=CC(=NC1)C=1C(=NC=C(C1)F)OC 1-[2-cyano-4-(trifluoromethyl)phenyl]-4-{5'-fluoro-2'-methoxy-[2,3'-bipyridin]-5-yl}-N-[(3S)-1-methylpyrrolidin-3-yl]piperidine-4-carboxamide